IC(C(C(I)(F)F)(Cl)F)(F)F 1,3-diiodo-2-chloroperfluoropropane